(R)-1-(Pyrrolidin-3-yl)piperidine-4-carbonitrile N1C[C@@H](CC1)N1CCC(CC1)C#N